1,4-bis(β-hydroxyethyl)hydroquinone OCCC1(O)C=CC(O)(C=C1)CCO